tungsten eicosenoate C(C=CCCCCCCCCCCCCCCCCC)(=O)[O-].[W+4].C(C=CCCCCCCCCCCCCCCCCC)(=O)[O-].C(C=CCCCCCCCCCCCCCCCCC)(=O)[O-].C(C=CCCCCCCCCCCCCCCCCC)(=O)[O-]